1-[5-ethylsulfonyl-6-[3-methyl-6-(trifluoromethylsulfanyl)imidazo[4,5-b]pyridin-2-yl]-3-pyridyl]cyclopropanecarbonitrile C(C)S(=O)(=O)C=1C=C(C=NC1C1=NC=2C(=NC=C(C2)SC(F)(F)F)N1C)C1(CC1)C#N